C(C)(C)(C)OC(=O)N1CCC(CC1)\C=C\C=1CCSCC1C(=O)OC.OCCC1CNCC1 3-(2-hydroxyethyl)pyrrolidin (E)-tert-butyl-4-(2-(5-(methoxycarbonyl)-3,6-dihydro-2H-thiopyran-4-yl)vinyl)piperidine-1-carboxylate